N-(5-Methyl-4,5,6,7-tetrahydrothiazolo[5,4-c]pyridin-2-yl)-3-(((7-(3-methylpyridin-4-yl)-2,3-dihydrofuro[3,2-c]pyridin-4-yl)amino)methyl)benzamid CN1CC2=C(CC1)N=C(S2)NC(C2=CC(=CC=C2)CNC2=NC=C(C1=C2CCO1)C1=C(C=NC=C1)C)=O